(4S)-3-[[5-[3-(Difluoromethoxy)-4-fluoro-phenyl]-3-pyridyl]methyl]-4-isopropyl-oxazolidin FC(OC=1C=C(C=CC1F)C=1C=C(C=NC1)CN1COC[C@@H]1C(C)C)F